FC1=C(C(=CC=C1)OC)N1N=C2C(=CC1=O)NN=C2C2=CC=C(C=C2)C2CCN(CC2)C 5-(2-Fluoro-6-methoxyphenyl)-3-(4-(1-methylpiperidin-4-yl)phenyl)-1H-pyrazolo[4,3-c]pyridazin-6(5H)-on